C1(=CC=CC2=CC=CC=C12)C=1C2=CC=CC=C2C(=C2C=CC=CC12)C1=CC=CC2=CC=CC=C12 9,10-bis(naphthalen-1-yl)anthracene